N1N=CC(=C1)C1=NC2=CC=C3C(=C2C=2CCC(CC12)N)C=NN3 7-(1H-pyrazol-4-yl)-8,9,10,11-tetrahydro-3H-pyrazolo[4,3-a]phenanthridin-9-amine